ClC1=CC=C(C=C1)NC1=NN=C(C2=CC=CC=C12)CC1=CC=NC=C1 N-(4-chlorophenyl)-4-(pyridin-4-ylmethyl)phthalazin-1-amine